neodymium (n-nonylphenyl) ((n-nonylphenyl) phosphonate) C(CCCCCCCC)C1=C(C=CC=C1)P(OC1=C(C=CC=C1)CCCCCCCCC)([O-])=O.[Nd+3].C(CCCCCCCC)C1=C(C=CC=C1)OP([O-])(=O)C1=C(C=CC=C1)CCCCCCCCC.C(CCCCCCCC)C1=C(C=CC=C1)OP([O-])(=O)C1=C(C=CC=C1)CCCCCCCCC